4-bromo-2-methyl-1-(1-methylcyclopropyl)sulfonyl-benzene BrC1=CC(=C(C=C1)S(=O)(=O)C1(CC1)C)C